6-chloro-3-[[4-hydroxy-1-[(3R,4R)-1-(4-methyl-2-phenyl-thiazole-5-carbonyl)-3-phenyl-piperidine-4-carbonyl]-4-piperidinyl]methyl]pyrido[3,2-d]pyrimidin-4-one ClC=1C=CC=2N=CN(C(C2N1)=O)CC1(CCN(CC1)C(=O)[C@H]1[C@@H](CN(CC1)C(=O)C1=C(N=C(S1)C1=CC=CC=C1)C)C1=CC=CC=C1)O